C(C1CO1)OCCC[Si](OC(=C)C)(OC(=C)C)C γ-glycidoxypropylmethyldiisopropenoxysilane